ClC=1C=C2N=C3CCCCC3=C(C2=CC1OC)NC1CCN(CC1)CC 6-chloro-N-(1-ethylpiperidin-4-yl)-7-methoxy-1,2,3,4-tetrahydroacridin-9-amine